icosanyl-fluoroundecyl-ammonium C(CCCCCCCCCCCCCCCCCCC)[NH2+]CCCCCCCCCCCF